C(C)OC(N=S(=O)(C)CC1=CC(=CC=C1)NC1=NC=NC(=N1)C1=CC=CC=2CCOC21)=O.COC2=C(C=C(C=C2)S(=O)(=O)N2CCOCC2)C 4-(4-methoxy-3-methyl-phenyl)sulfonylmorpholin Ethyl-{[(3-{[4-(2,3-dihydro-1-benzofuran-7-yl)-1,3,5-triazin-2-yl]amino}phenyl)methyl](methyl)oxo-λ6-sulfanylidene}carbamate